[Si](C)(C)(C(C)(C)C)OC1=CC(=C(C=C1)N=C(N)C1=C(C=2N(N=C1)C=CC2)NC2C(CCCC2)C)CC N'-(4-(tert-butyl(dimethyl)silyl)oxy-2-ethyl-phenyl)-4-((2-methylcyclohexyl)-amino)pyrrolo[1,2-b]pyridazine-3-carboxamidine